(2S,5R)-5-(2-chlorophenyl)-1-(4-(5-methyl-3-(trifluoromethyl)-1H-pyrazol-1-yl)benzoyl)pyrrolidine-2-carboxylic acid ClC1=C(C=CC=C1)[C@H]1CC[C@H](N1C(C1=CC=C(C=C1)N1N=C(C=C1C)C(F)(F)F)=O)C(=O)O